(2-acetamidoethyl)dithiobutyric acid C(C)(=O)NCCC(C(=S)S)CC